(R)-N-((5-chloro-6-((3-methylisoxazol-5-yl)methoxy)-1H-indol-2-yl)methyl)-3-fluoropyrrolidine-1-carboxamide ClC=1C=C2C=C(NC2=CC1OCC1=CC(=NO1)C)CNC(=O)N1C[C@@H](CC1)F